CC1=NC2=CC=CC(=C2C(N1C1C(NC(CC1)=O)=O)=O)NCCOCCN1CCC(CC1)N1CCOCC1 3-(2-methyl-5-((2-(2-(4-morpholinopiperidin-1-yl)ethoxy)ethyl)amino)-4-oxoquinazoline-3(4H)-yl)piperidine-2,6-dione